O=C1N(C(C2=CC(=CC=C12)OC=1C=C(C=CC1)N1C(C2=CC=C(C=C2C1=O)C(=O)O)=O)=O)C1=CC=C(C=C1)C=CC(C1=CC=CC=C1)=O 2-[3-[1,3-Dioxo-2-[4-(3-oxo-3-phenylprop-1-enyl)phenyl]isoindol-5-yl]oxyphenyl]-1,3-dioxoisoindole-5-carboxylic acid